C1(CCCC1)N(C(=O)OCC1=C(C=NN1C)C1=CC=C(O[C@@H]2C[C@H](CCC2)C(=O)O)C=C1)C (1S,3S)-3-(4-(5-(((cyclopentyl-(methyl)carbamoyl)oxy)methyl)-1-methyl-1H-pyrazol-4-yl)phenoxy)cyclohexane-1-carboxylic acid